5-(1H-pyrazol-4-yl)-2-(6-((2,2,6,6-tetra-methylpiperidin-4-yl)thio)pyridazin-3-yl)phenol N1N=CC(=C1)C=1C=CC(=C(C1)O)C=1N=NC(=CC1)SC1CC(NC(C1)(C)C)(C)C